ClC1=CC=C(CN2N=NC=C2)C=C1 1-(4-chlorobenzyl)-1H-1,2,3-triazole